ClC1=NC=C(C=C1)C=1N=NN(C1F)C 2-Chloro-5-(5-fluoro-1-methyl-1H-1,2,3-triazol-4-yl)pyridine